7-Oxanorbornadien C12=CC=C(CC1)O2